N4-Isobutyl-N2-isopropyl-5-(2-isopropyl-4,5-dimethoxy-benzyl)-pyrimidine-2,4-diamine C(C(C)C)NC1=NC(=NC=C1CC1=C(C=C(C(=C1)OC)OC)C(C)C)NC(C)C